ClC=1C=C(C=C(C1)Cl)C1=NOC(=N1)C=1C=C2C(=NC1)OC([C@@H](C2)O)(C)C (R)-6-(3-(3,5-dichlorophenyl)-1,2,4-oxadiazol-5-yl)-2,2-dimethyl-3,4-dihydro-2H-pyrano[2,3-b]pyridin-3-ol